OC1(CCN(CC1)C(=O)OC(C)(C)C)C=1SC=C(N1)COC1=CC(=CC2=C1C=C(O2)C=2N=C1SC(=NN1C2)OC)OC tert-Butyl 4-hydroxy-4-(4-(((6-methoxy-2-(2-methoxyimidazo[2,1-b][1,3,4]thiadiazol-6-yl)benzofuran-4-yl)oxy)methyl)thiazol-2-yl)piperidine-1-carboxylate